BrC1=C(C=CC=C1)N1C(N=C(C2=CC=C(C=C12)C1CC1)O)=O 1-(2-bromophenyl)-7-cyclopropyl-4-hydroxyquinazolin-2(1H)-one